tetraethylphosphorus hydroxide C(C)P(CC)(CC)(CC)O